CN(C)CC1=CC=C(C=C1)C(F)(F)F N,N-dimethyl-4-trifluoromethylbenzylamine